D-mannaric acid O=C([C@@H](O)[C@@H](O)[C@H](O)[C@H](O)C(=O)O)O